N-(3-(carbamoylcarbamoyl)-4-fluorophenyl)-5-chloro-2-(4-fluoro-2-methylphenoxy)-4-(trifluoromethyl)benzamide C(N)(=O)NC(=O)C=1C=C(C=CC1F)NC(C1=C(C=C(C(=C1)Cl)C(F)(F)F)OC1=C(C=C(C=C1)F)C)=O